OCCC[C@H](N)C(=O)O 5-Hydroxy-norvaline